C(C)OC(CC1C=2C(C3=C(C(=N1)C(F)(F)F)C=C(C=C3)OC)=CN(C(C2)=O)C)=O.O=C2N(C[C@@H](C2)CCC)C(C(=O)N)CC 2-[(4R)-2-oxo-4-propyl-pyrrolidin-1-yl]butanamide Ethyl-2-(9-methoxy-2-methyl-3-oxo-7-(trifluoromethyl)-3,5-dihydro-2H-benzo[c]pyrido[3,4-e]azepin-5-yl)acetate